N-(4-((2-amino-3-iodopyridin-4-yl)oxy)-3-fluorophenyl)-1-(3-fluoropyridin-2-yl)-5-(trifluoromethyl)-1H-pyrazole-4-carboxamide NC1=NC=CC(=C1I)OC1=C(C=C(C=C1)NC(=O)C=1C=NN(C1C(F)(F)F)C1=NC=CC=C1F)F